ClC1=C2C(C(=C(OC2=CC=C1)C(=O)NCCCN(C)C)C(C1=CC(=C(C=C1)OC)OC)=O)=O 5-chloro-3-(3,4-dimethoxybenzoyl)-N-(3-(dimethylamino)propyl)-4-oxo-4H-chromene-2-carboxamide